FC=1C(=C(N2N=C(N=CC21)N[C@H]2[C@@H](COCC2)O)C(C)C2(CCC2)F)C#N 5-fluoro-7-(1-(1-fluorocyclobutyl)ethyl)-2-(((3S,4R)-3-hydroxytetrahydro-2H-pyran-4-yl)amino)pyrrolo[2,1-f][1,2,4]triazine-6-carbonitrile